C(C=1C=CC(=NC1)C1=CC=CC=C1)([2H])([2H])[2H] 5-(Methyl-d3)-2-phenylpyridine